COC1=CC=C2SC3=NC(=CN3C2=C1)C=1N=C2N(C=CC(=C2)C#N)C1NC 2-{11-Methoxy-7-thia-2,5-diazatricyclo[6.4.0.02,6]dodeca-1(12),3,5,8,10-pentaen-4-yl}-3-(methylamino)imidazo[1,2-a]pyridine-7-carbonitrile